FC1(CC12CN(CCC2)C2CCN(CC2)C=2SC(=CN2)C(=O)NCC2=NC=C(C=C2F)F)F [4-(1,1-Difluoro-5-azaspiro[2.5]octan-5-yl)piperidin-1-yl]-N-[(3,5-difluoropyridinyl)methyl]-1,3-thiazole-5-carboxamide